2,4-decadiene-1-ol C(C=CC=CCCCCC)O